OCCOC1=CC=C(C(=O)C2=CC=C(C=C2)\C=C\C(=O)C2=CC=CC=C2)C=C1 4-[4-(2-hydroxyethoxy)benzoyl]chalcone